N-(4-((3-fluoro-5-(trifluoromethyl)pyridin-2-yl)amino)-3-(1-methyl-1H-imidazol-4-yl)phenyl)acrylamide FC=1C(=NC=C(C1)C(F)(F)F)NC1=C(C=C(C=C1)NC(C=C)=O)C=1N=CN(C1)C